C(#C)C=1C2=CC=CC=C2C=2C=CC=CC2C1 9-acetylenyl-phenanthrene